Tert-butyl (1-(4-cyano-6-(4-cyano-3-fluorophenyl)pyridin-2-yl)piperidin-4-yl)carbamate C(#N)C1=CC(=NC(=C1)C1=CC(=C(C=C1)C#N)F)N1CCC(CC1)NC(OC(C)(C)C)=O